C(C)OC(CCCCCCC\C=C/C\C=C/C\C=C/CC)=O α-Linolenic acid ethyl ester